(S)-1-(2-((S)-3-([1,1'-Biphenyl]-3-ylamino)pyrrolidin-1-yl)acetyl)-4,4-difluoropyrrolidin-2-carbonitril C1(=CC(=CC=C1)N[C@@H]1CN(CC1)CC(=O)N1[C@@H](CC(C1)(F)F)C#N)C1=CC=CC=C1